Methyl 5-(3-methoxyphenyl)-1H-pyrazole-3-carboxylate COC=1C=C(C=CC1)C1=CC(=NN1)C(=O)OC